C1N(CC=2C=NC=CC21)C(=O)N 1,3-dihydropyrrolo[3,4-c]pyridine-2-carboxamide